1,2-Bis(methyldiethoxysilyl)ethane C[Si](CC[Si](OCC)(OCC)C)(OCC)OCC